C(C)(C)(C)OC(NCC(=O)N1CSC[C@H]1C#N)=O (R)-(2-(4-Cyanothiazolidin-3-yl)-2-oxoethyl)carbamic acid tert-butyl ester